NC1=CC=CC(=N1)S(=O)(=O)NC(=O)C=1C(=NC(=CC1)C1=CC(=CC(=C1)OCC(C)C)F)OCC1C(C1)(F)F N-[(6-Amino-2-pyridyl)sulfonyl]-2-[(2,2-difluorocyclopropyl)methoxy]-6-(3-fluoro-5-isobutoxyphenyl)pyridin-3-carboxamid